BrC=1N=C2N(C(N(N=C2C(C)C)CC(=O)O)=O)C1 2-(2-bromo-8-isopropyl-5-oxoimidazo[1,2-d][1,2,4]triazin-6(5H)-yl)acetic acid